racemic-6-ethyl-2-methyl-octen C(C)C(CCCC(=C)C)CC